NC1=NC=2C=CC=CC2C2=C1N=C(N2CC(CO)(CO)C)CCCCC 2-((4-amino-2-pentyl-1H-imidazo[4,5-c]quinolin-1-yl)methyl)-2-methylpropan-1,3-diol